tert-butyl (R)-2-((tert-butoxycarbonyl)amino)-3-(4-(2-ethoxy-2-oxoethoxy)phenyl)propanoate C(C)(C)(C)OC(=O)N[C@@H](C(=O)OC(C)(C)C)CC1=CC=C(C=C1)OCC(=O)OCC